FC(C1=CC=C(C=C1)[Si](OC(C(F)(F)F)F)(OCC)OCC)(F)F 4-trifluoromethyltetrafluorophenyltriethoxysilane